CN(S(=O)(=O)N1CCN(CC1)CC=1C=C(C=C(C1)F)NC(=O)NC1=NOC=C1)C N-[3-({4-[(dimethylamino)sulfonyl]piperazinyl}methyl)-5-fluorophenyl](isoxazol-3-ylamino)carboxamide